NC1=C(C(=NC=N1)NCC1CCN(CC1)C(=O)C=1C(N(C=CC1)C)=O)C1=CC=C(C=C1)OC1=CC=CC=C1 4-(((6-amino-5-(4-phenoxyphenyl)pyrimidin-4-yl)amino)methyl)piperidine-1-carbonyl-1-methylpyridin-2(1H)-one